C(#N)C1=CC=C(C(=N1)C)N(C1CC2(CN(C2)C(=O)OC(C)(C)C)C1)C tert-butyl 6-((6-cyano-2-methylpyridin-3-yl)(methyl)amino)-2-azaspiro[3.3]heptane-2-carboxylate